1-methyl-3-(trifluoromethyl)pyrazol CN1N=C(C=C1)C(F)(F)F